undec-8-en CCCCCCCC=CCC